2-chloro-7-cyclopentyl-N,N-dimethylpyrrolo-[2,3-d]pyrimidine-6-carboxamide ClC=1N=CC2=C(N1)N(C(=C2)C(=O)N(C)C)C2CCCC2